NCCCCCC(=O)N[C@H](C(=O)NCCO[C@@H]1[C@@H](O)[C@@H](O[C@@H]2[C@@H](O)[C@@H](O)[C@H](O)[C@H](O2)CO)[C@H](O)[C@H](O1)CO[C@@H]1[C@@H](O)[C@@H](O)[C@H](O)[C@H](O1)CO)CCC(=O)NCCO[C@@H]1[C@@H](O)[C@@H](O[C@@H]2[C@@H](O)[C@@H](O)[C@H](O)[C@H](O2)CO)[C@H](O)[C@H](O1)CO[C@@H]1[C@@H](O)[C@@H](O)[C@H](O)[C@H](O1)CO (S)-2-(6-Aminohexanamido)-N1,N5-bis[2-({α-D-mannopyranosyl-(1→3)-[α-D-mannopyranosyl-(1→6)]-α-D-mannopyranosyl}oxy)ethyl]pentanediamide